(S)-N-(2,3-dihydroxypropyl)-2-((2-fluoro-4-iodophenyl)amino)-1-methyl-1H-pyrrolo[2,3-b]pyridine-3-carboxamide O[C@@H](CNC(=O)C1=C(N(C2=NC=CC=C21)C)NC2=C(C=C(C=C2)I)F)CO